CN1C([C@]2(NOC(C=3NC=4C=CC=CC4C32)(C3=CC=CC=C3)C3=CC=CC=C3)C3=CC=CC(=C13)C)=O (S)-1,7-dimethyl-4',4'-diphenyl-4',5'-dihydro-2'h-spiro[indol-3,1'-[1,2]oxazino[5,4-b]indol]-2-one